FC1=CC2=C(C(CN(CC2)S(=O)(=O)C)(O)C)C=C1F 7,8-difluoro-1-methyl-3-(methylsulfonyl)-2,3,4,5-tetrahydro-1H-benzo[d]azepin-1-ol